trimethyl-chloro(methyl)silane CC([SiH2]Cl)(C)C